C(C=C)(=O)CCC[Si](OCCOC)(OCCOC)OCCOC acryloylpropyl-tris(methoxyethoxy)silane